3-methyl-azoline-2,5-dione CC=1C(NC(C1)=O)=O